1-[5-[2-(2,6-dichlorophenyl)ethyl]-7-methyl-indan-1-yl]-3-methyl-azetidin-3-ol ClC1=C(C(=CC=C1)Cl)CCC=1C=C2CCC(C2=C(C1)C)N1CC(C1)(O)C